ClC1=C(C=C(C(=O)NCC2=NC=C3C=CC(=NC3=C2)C2=NC(=CC=C2)N2C[C@@H](O[C@@H](C2)C)C)C=C1)C1(CNC1)O 4-chloro-N-((2-(6-((cis)-2,6-dimethylmorpholino)pyridin-2-yl)-1,6-naphthyridin-7-yl)methyl)-3-(3-hydroxyazetidin-3-yl)benzamide